C(\C=C/C(=O)O)(=O)O.ClC=1C(=CC(=C(C1)NC1=NC(=NC=C1)NC=1C(=CC(=C(C1)NC(C=C)=O)N1C[C@@H](CC1)N(C)C)OC)C(C)(C)O)F (R)-N-(5-((4-((5-chloro-4-fluoro-2-(2-hydroxypropan-2-yl)phenyl)amino)pyrimidin-2-yl)amino)-2-(3-(dimethylamino)pyrrolidin-1-yl)-4-methoxyphenyl)acrylamide maleate